N-[(1R,3S)-3-{[6-chloro-2-(trifluoromethyl)quinolin-4-yl]amino}cyclohexyl]-1-(pyridin-4-yl)-1H-pyrazole-4-carboxamide ClC=1C=C2C(=CC(=NC2=CC1)C(F)(F)F)N[C@@H]1C[C@@H](CCC1)NC(=O)C=1C=NN(C1)C1=CC=NC=C1